N-(8-azido-2,2-dimethyloctyl)-2-fluoro-4-methoxy-N-(6-methylpyridin-2-yl)benzamide N(=[N+]=[N-])CCCCCCC(CN(C(C1=C(C=C(C=C1)OC)F)=O)C1=NC(=CC=C1)C)(C)C